6-((2-Amino-3-chloropyridin-4-yl)thio)-3-((3S,4S)-4-amino-3-methyl-2-oxa-8-azaspiro[4.5]decan-8-yl)pyrazin-2(1H)-on NC1=NC=CC(=C1Cl)SC1=CN=C(C(N1)=O)N1CCC2([C@@H]([C@@H](OC2)C)N)CC1